N-(2-acetyl-6-aminoisoindolin-5-yl)acetamide C(C)(=O)N1CC2=CC(=C(C=C2C1)NC(C)=O)N